NCC1=CC=C(CC2=CN=C3C(=NC(=NN32)OCCCC)N)C=C1 7-(4-(aminomethyl)benzyl)-2-butoxyimidazo[2,1-f][1,2,4]triazin-4-amine